ClC=1C=C(C(N(C1)C)=O)N1[C@H](C=2N(C(=NC2C1=O)C=1C(=NC(=NC1)OC)OC)C(C)C)C1=CC=C(C=C1)Cl (s)-5-(5-chloro-1-methyl-2-oxo-1,2-dihydro-pyridin-3-yl)-6-(4-chloro-phenyl)-2-(2,4-dimethoxy-pyrimidin-5-yl)-1-isopropyl-5,6-dihydro-1H-pyrrolo[3,4-d]imidazol-4-one